(2S,3R,4S,5S,6R)-2-methoxy-6-methyltetrahydro-2H-pyran-3,4,5-triol CO[C@H]1O[C@@H]([C@H]([C@@H]([C@H]1O)O)O)C